(4S)-3,4-dimethyl-2,5-oxazolidinedione CN1C(OC([C@@H]1C)=O)=O